4-methyl-1,8-naphthyridine CC1=CC=NC2=NC=CC=C12